rac-7-(4-azaspiro[2.5]octane-7-yl)-2-(2,7-dimethyloxazolo[5,4-b]pyridin-5-yl)pyrido[1,2-a]pyrimidin-4-one C1CC12NCC[C@H](C2)C=2C=CC=1N(C(C=C(N1)C1=CC(=C3C(=N1)OC(=N3)C)C)=O)C2 |r|